The molecule is an anionic C3 cyanine-type compound having indoleinine and dihydropyrano[3,2-g]quinoline groups at either end. It has a role as a fluorochrome. CCN1C2=CC3=C(C=C2C(=CC1(C)C)C)/C(=C/C=C/C4=[N+](C5=C(C4(C)CCCC(=O)O)C=C(C=C5)S(=O)(=O)[O-])CCCS(=O)(=O)[O-])/C=C(O3)C(C)(C)C